(R)-3-(((8-(4-(trifluoromethyl)phenyl)pyrido[3,4-b]pyrazin-5-yl)amino)methyl)tetrahydrofuran-3-ol FC(C1=CC=C(C=C1)C1=CN=C(C2=NC=CN=C21)NC[C@]2(COCC2)O)(F)F